2-isopropyl-thioxanthone sulfonium hexafluorophosphate F[P-](F)(F)(F)(F)F.[SH3+].C(C)(C)C1=CC=2C(C3=CC=CC=C3SC2C=C1)=O